C1(=CC=C(C=C1)C(C)(C)N)C(C)(C)N 2,2'-(1,4-phenylen)bis(propan-2-amin)